ClC=1C=NN2C1N=C(N=C2NC2CCC(CC2)N(CCO)C)C2=C(C=CC=C2F)F 2-(((1r,4r)-4-((8-chloro-2-(2,6-difluorophenyl)pyrazolo[1,5-a][1,3,5]triazin-4-yl)amino)cyclohexyl)(methyl)amino)ethan-1-ol